(S)-9-(2-chloro-4-(3-Fluoro-2-methoxyphenoxy)benzoyl)-2-(methoxymethyl)-2-methyl-1,2,4,7-tetrahydro-3H-pyrrolo[3',2':5,6]pyrido[3,4-b]pyrazin-3-one ClC1=C(C(=O)C2=CNC3=C2C2=C(NC([C@](N2)(C)COC)=O)C=N3)C=CC(=C1)OC1=C(C(=CC=C1)F)OC